2-((3,5-Dimethylpiperidin-1-yl)methyl)-6-chloro-4-nitrophenol CC1CN(CC(C1)C)CC1=C(C(=CC(=C1)[N+](=O)[O-])Cl)O